C(C)(=O)OCC=CS(=O)(=O)C1=CC=C(C)C=C1 3-tosylallyl acetate